3-(6-(((2S,4R)-1-(5-chloro-4-((1-methyl-2-oxoindolin-5-yl)amino)pyrimidin-2-yl)-2-methylpiperidin-4-yl)(methyl)amino)-1-methyl-1H-indazol-3-yl)piperidine-2,6-dione ClC=1C(=NC(=NC1)N1[C@H](C[C@@H](CC1)N(C1=CC=C2C(=NN(C2=C1)C)C1C(NC(CC1)=O)=O)C)C)NC=1C=C2CC(N(C2=CC1)C)=O